4-[4-[3-[6-(trifluoromethyl)-1H-benzo[d]imidazol-2-yl]anilino]phenyl]benzonitrile FC(C=1C=CC2=C(NC(=N2)C=2C=C(NC3=CC=C(C=C3)C3=CC=C(C#N)C=C3)C=CC2)C1)(F)F